7-[(2S,6S)-2,6-dimethylpiperidin-4-yl]-2-(4,6-dimethylpyrazolo[1,5-a]pyrazin-2-yl)-4H-pyrido[1,2-a]pyrimidin-4-one C[C@@H]1N[C@H](CC(C1)C=1C=CC=2N(C(C=C(N2)C2=NN3C(C(=NC(=C3)C)C)=C2)=O)C1)C